2-(3-(hydroxymethyl)-piperidin-1-yl)-4-(trifluoromethyl)nicotinonitrile OCC1CN(CCC1)C1=C(C#N)C(=CC=N1)C(F)(F)F